5-(6-benzyl-3-azabicyclo[3.1.0]hexane-1-yl)-1-(4-fluorophenyl)-6-methyl-1H-indazole C(C1=CC=CC=C1)C1C2CNCC12C=1C=C2C=NN(C2=CC1C)C1=CC=C(C=C1)F